4-[(4-bromopyrimidin-2-yl)oxymethyl]benzonitrile BrC1=NC(=NC=C1)OCC1=CC=C(C#N)C=C1